CC(C)(SCC(=O)O)SCC(=O)O propane-2,2-diylbis(thio)-diacetic acid